BrCC(=O)N1CC(C=CC=C1)(C)F 2-bromo-1-(3-fluoro-3-methylazepin-1-yl)ethan-1-one